C(C)(SCC1=CC=CO1)=O S-furfuryl ethanethioate